NC=1C2=C(N=CN1)N(C(=C2C2=CC1=C(CS(C1)(=O)=O)C=C2)C2=CC=C(C=C2)NC(C(=C)C)=O)C N-(4-(4-amino-5-(2,2-dioxido-1,3-dihydrobenzo[c]thiophen-5-yl)-7-methyl-7H-pyrrolo[2,3-d]pyrimidin-6-yl)phenyl)methacrylamide